7-amino-2-(4-bromophenyl)-8-nitro-4H-chromen-4-one NC1=CC=C2C(C=C(OC2=C1[N+](=O)[O-])C1=CC=C(C=C1)Br)=O